C1(=CC=CC=C1)NC=1SC2=C(N1)C=CC=C2C=2C=C(C=CC2)C2=CC=C(O2)P(O)(O)=O (5-(3-(2-(phenylamino)benzo[d]thiazol-7-yl)phenyl)furan-2-yl)phosphonic acid